N-methyl-N-(3-(3-cyanopyrazolo[1,5-a]pyrimidine-7-yl)phenyl)-acetamide CN(C(C)=O)C1=CC(=CC=C1)C1=CC=NC=2N1N=CC2C#N